5'-(benzo[d]oxazol-2-yl)-4,4''-bis(3-methyl-9H-carbazol-9-yl)-4'-(4-(3-methyl-9H-carbazol-9-yl)phenyl)-6'-(4-(3-phenyl-9H-carbazol-9-yl)phenyl)-[1,1':2',1''-terphenyl]-3'-carbonitrile O1C(=NC2=C1C=CC=C2)C=2C(=C(C(=C(C2C2=CC=C(C=C2)N2C1=CC=CC=C1C=1C=C(C=CC21)C2=CC=CC=C2)C2=CC=C(C=C2)N2C1=CC=CC=C1C=1C=C(C=CC21)C)C2=CC=C(C=C2)N2C1=CC=CC=C1C=1C=C(C=CC21)C)C#N)C2=CC=C(C=C2)N2C1=CC=CC=C1C=1C=C(C=CC21)C